gamma-methacryloxypropyl-triisopropylmethoxysilane C(C(=C)C)(=O)OCCCCO[Si](C(C)C)(C(C)C)C(C)C